ClC1=C(C=NC2=CC=C(C=C12)OC(F)(F)F)C(=O)NCC(OC)OC 4-chloro-N-(2,2-dimethoxyethyl)-6-(trifluoromethoxy)quinoline-3-carboxamide